NC1=NC=NN2C1=C(C=C2C=2C=C(C(=O)NC=1C=NN(C1)CC1CC1)C=CC2)C(F)(F)F 3-[4-amino-5-(trifluoromethyl)pyrrolo[2,1-f][1,2,4]triazin-7-yl]-N-[1-(cyclopropylmethyl)-1H-pyrazol-4-yl]benzamide